N[C@H](C(=O)N(CC(CNC(OC(C)(C)C)=O)O)CCO)CCCCNC(=O)OC(C)(C)C tert-butyl N-[3-[[(2S)-2-amino-6-(tert-butoxycarbonylamino)hexanoyl]-(2-hydroxyethyl)amino]-2-hydroxy-propyl]carbamate